CCCCC/C=C\\C[C@@H](/C=C/C=C\\C/C=C\\CCCC(=O)NCC(=O)O)OO The molecule is an N-acylglycine resulting from the formal condensation of the amino group of glycine with the carboxy group of (12S)-hydroperoxy-(5Z,8Z,10E,14Z)-icosatetraenoic acid. It has a role as a mammalian metabolite. It is a fatty amide, a N-acylglycine and a lipid hydroperoxide. It derives from a 12(S)-HPETE. It is a conjugate acid of a N-[(12S)-hydroperoxy-(5Z,8Z,10E,14Z)-icosatetraenoyl]glycinate.